[N+](=O)([O-])C=1C=CC2=C(C(=N[C@H](C=3N2C(=NN3)SCC#C)CCC(=O)OC)C3=C(C=CC=C3)F)C1 methyl (S)-3-(8-nitro-6-(2-fluorophenyl)-1-(prop-2-yn-1-ylthio)-4H-benzo[f][1,2,4]triazolo[4,3-a][1,4]diazepin-4-yl)propionate